6-(1-((2R,5S)-2,5-diethylpiperazin-1-yl)ethyl)quinoxaline C(C)[C@H]1N(C[C@@H](NC1)CC)C(C)C=1C=C2N=CC=NC2=CC1